5-(8-fluoro-3-methylimidazo[1,2-a]pyridin-6-yl)-N-(2,2,2-trifluoroethyl)-7H-pyrrolo[2,3-d]pyrimidin-2-amine FC=1C=2N(C=C(C1)C1=CNC=3N=C(N=CC31)NCC(F)(F)F)C(=CN2)C